C1(CCCCC1)CS(=O)(=O)NC1=NC=C(C=C1)C1=CC2=C(N=C(N=C2)NC2CCC(CC2)N(C)C)N(C1=O)C(C)C 1-Cyclohexyl-N-(5-(2-(((1r,4r)-4-(dimethylamino)cyclohexyl)amino)-8-isopropyl-7-oxo-7,8-dihydropyrido[2,3-d]pyrimidin-6-yl)pyridin-2-yl)methanesulfonamide